tert-butyl (2s)-2-(cyanomethyl)-4-[8-fluoro-7-(2-fluorophenyl)-2-[[(2s)-1-methylpyrrolidin-2-yl]methoxy]pyrido[4,3-d]pyrimidin-4-yl]piperazine-1-carboxylate C(#N)C[C@@H]1N(CCN(C1)C=1C2=C(N=C(N1)OC[C@H]1N(CCC1)C)C(=C(N=C2)C2=C(C=CC=C2)F)F)C(=O)OC(C)(C)C